C(C)(C)(C)OC(=O)N1CCC(CC1)SS(=O)(=O)C1=CC=CC=C1 4-((benzenesulfonyl)thio)piperidine-1-carboxylic acid tert-butyl ester